N-(1-ethyl-pyrrolidin-2-yl-methyl)-2-methoxy-5-sulfamoyl-benzamide C(C)N1C(CCC1)CNC(C1=C(C=CC(=C1)S(N)(=O)=O)OC)=O